2'-deoxy-5-(3-methylphenyl)uridine CC=1C=C(C=CC1)C=1C(NC(N([C@H]2C[C@H](O)[C@@H](CO)O2)C1)=O)=O